NCCCN(CCCN)CC N,N-bis(3-aminopropyl)ethyl-amine